2,3-dihydro-1H-Indazole N1NCC2=CC=CC=C12